N[C@H](C(=O)OC)C(C)C Methyl (2S)-2-amino-3-methyl-butanoate